C(C)(C)(C)OC(=O)NC=1C=C(N(C1)C)C(=O)NC=1N=C(N(C1)C)C(=O)O 4-{4-[(tert-butoxycarbonyl)amino]-1-methylpyrrole-2-amido}-1-methylimidazole-2-carboxylic acid